8-(6-((1R)-1-(2-(3-azabicyclo[3.1.0]hexan-3-yl)ethoxy)ethyl)pyridin-3-yl)-3-methyl-1-(tetrahydro-2H-pyran-4-yl)-1H-imidazo[4,5-c]cinnolin-2(3H)-one C12CN(CC2C1)CCO[C@H](C)C1=CC=C(C=N1)C1=CC=2C3=C(N=NC2C=C1)N(C(N3C3CCOCC3)=O)C